5-methylpyridine-2-carboxamide CC=1C=CC(=NC1)C(=O)N